NC=1C(=C(C(=CC1)F)C=1C=CC=2N(C1)C=NC2C(=O)OC)Cl methyl 6-(3-amino-2-chloro-6-fluorophenyl)imidazo[1,5-a]pyridine-1-carboxylate